CC(C(=O)C1=CC=C(C=C1)SC)(C)N1CCOCC1 2-methyl-1-(4-(methylthio)phenyl)-2-morpholinopropane-1-on